C(C)N(C1=CC=C(C=C1)C1=NC(=NC(=N1)N1N=CC=C1)N1N=CC=C1)CC 2-(N,N-di-ethylanilin-4-yl)-4,6-bis(pyrazol-1-yl)-1,3,5-triazine